ClC1=C(C(=C(C=N1)C(=O)OCC)NCC1=CC=C(C=C1)C=1N(C=C(N1)C(F)(F)F)C(C)C)F ethyl 6-chloro-5-fluoro-4-[({4-[1-isopropyl-4-(trifluoromethyl)imidazol-2-yl]phenyl}methyl)amino]pyridine-3-carboxylate